F[C@@H]1[C@@H](CN(CC1)C(=O)OC(C)(C)C)O Tert-butyl (cis)-4-fluoro-3-hydroxypiperidine-1-carboxylate